N1C=C(C2=CC=CC=C12)C=1CCN(CC1)CCC(=O)C=1C=C2CCN(C2=CC1)C(=O)N(C)C 5-(3-(4-(1H-indol-3-yl)-3,6-dihydropyridin-1(2H)-yl)propanoyl)-N,N-dimethylindoline-1-carboxamide